Racemic-2-oxo-N-(1H-pyrazolo[4,3-c]pyridin-7-yl)-2-[(2R,5S)-2-[3-[2-(dimethylamino)ethoxy]phenyl]-5-methyl-1-piperidyl]acetamide O=C(C(=O)NC=1C2=C(C=NC1)C=NN2)N2[C@H](CC[C@@H](C2)C)C2=CC(=CC=C2)OCCN(C)C |r|